C1(=CC=CC=C1)C1=C(N=C2N1COC1=C2C=NC=C1)C1=CC=C(CN2CCC(CC2)C(=C)C2=NC(=NC=C2)C#N)C=C1 4-(1-(1-(4-(3-Phenyl-5H-imidazo[1,2-c]pyrido[3,4-e][1,3]oxazin-2-yl)benzyl)piperidin-4-yl)vinyl)pyrimidine-2-carbonitrile